ClC1=NC=2C=CC=C(C2C=C1)S(=O)(=O)NC=1C(=NC(=C(C1)F)CC#N)OC 2-chloro-N-[6-(cyanomethyl)-5-fluoro-2-methoxy-3-pyridyl]quinoline-5-sulfonamide